ClC1=C(C=CC(=C1)OCCN1CCNCC1)C=1N(C2=NC=NC(=C2N1)OC1(CC1)C)CC1=NC=CC(=C1)C(F)(F)F 8-(2-chloro-4-(2-(piperazin-1-yl)ethoxy)phenyl)-6-(1-methylcyclopropoxy)-9-((4-(trifluoromethyl)pyridin-2-yl)methyl)-9H-purine